C(C1=CC=CC=C1)SC(=O)CC(C(=O)O)S 3-benzylsulfanylcarbonyl-sulfanylpropionic acid